CC(C(Br)Br)(C)NC([O-])=O 1,1-dimethyl-2,2-dibromoethylcarbamate